1-((2R,6S)-6-(hydroxymethyl)morpholin-2-yl)pyrimidine-2,4(1H,3H)-dione OC[C@H]1O[C@H](CNC1)N1C(NC(C=C1)=O)=O